(E)-2-(4-(3-acetamido-2-formylphenyl)-1H-pyrazol-1-yl)-N-(1-(2-hydroxy-2-methylpropyl)-6-((4-methylpiperazin-1-yl)methyl)-1,3-dihydro-2H-benzo[d]imidazol-2-ylidene)isonicotinamide C(C)(=O)NC=1C(=C(C=CC1)C=1C=NN(C1)C=1C=C(C(=O)/N=C/2\NC3=C(N2CC(C)(C)O)C=C(C=C3)CN3CCN(CC3)C)C=CN1)C=O